C1=CC=C(C(=C1)CC2=CC=C(C=C2)O)O 2,4-dihydroxydiphenylmethane